C1=CC=CC=2C3=CC=CC=C3C(C12)COC(=O)NC(CCC(=O)OC(C)(C)C)CS Tert-butyl 4-((((9H-fluoren-9-yl)methoxy)carbonyl)amino)-5-mercaptopentanoate